1-(4-(1-(2,6-dichlorophenyl)azetidin-3-yl)-2,6-dimethylbenzyl)-4-methylpiperidine-4-carboxylic acid, formate salt C(=O)O.ClC1=C(C(=CC=C1)Cl)N1CC(C1)C1=CC(=C(CN2CCC(CC2)(C(=O)O)C)C(=C1)C)C